2-(4-(4-(aminomethyl)-1-oxo-1,2-dihydrophthalazin-6-yl)-1-methyl-1H-pyrazol-5-yl)-4-(azetidin-1-yl)-6-cyclopropoxy-3-fluorobenzonitrile NCC1=NNC(C2=CC=C(C=C12)C=1C=NN(C1C1=C(C#N)C(=CC(=C1F)N1CCC1)OC1CC1)C)=O